1-[8-(2-chlorophenyl)-9-(4-chlorophenyl)-2-[(1-hydroxycyclopropyl)methyl-amino]purin-6-yl]-4-methyl-piperidine-4-carboxamide ClC1=C(C=CC=C1)C=1N(C2=NC(=NC(=C2N1)N1CCC(CC1)(C(=O)N)C)NCC1(CC1)O)C1=CC=C(C=C1)Cl